OC\C=C(\C=O)/CCC=C(C)C (E)-2-(2-Hydroxyethylidene)-6-methyl-5-heptenal